BrC=1C=CC(=C(C(=O)O)C1)F 5-bromo-2-fluorobenzoic acid